O1C[C@H](CC1)OS(=O)(=O)C1=CC=C(C=C1)C 4-methylbenzenesulfonic acid (S)-tetrahydrofuran-3-yl ester